L-2-phenoxy-1-phenylethanol O(C1=CC=CC=C1)C[C@@H](O)C1=CC=CC=C1